CC(C(=O)O)(C)N1CCCC1 2-methyl-2-(pyrrolidin-1-yl)propionic acid